1-(6-(methylthio)-5-nitropyridin-3-yl)-1,6,10,13,16-pentaoxo-11,14,17-tri(prop-2-yn-1-yl)-8-oxa-2,5,11,14,17-pentaazanonadecan-19-yl (2-(trimethylammonio)ethyl) phosphate P(=O)(OCCN(C(CN(C(CN(C(COCC(NCCNC(=O)C=1C=NC(=C(C1)[N+](=O)[O-])SC)=O)=O)CC#C)=O)CC#C)=O)CC#C)(OCC[N+](C)(C)C)[O-]